OC[C@H](C1=CC=CC=C1)NC1=CC(=NC=C1C1=NC(=NO1)C1=NC=CC=C1)NC1=CC=C2C(=N1)N(N(C2=O)C)C(C)C (S)-6-((4-((2-hydroxy-1-phenylethyl)amino)-5-(3-(pyridin-2-yl)-1,2,4-oxadiazol-5-yl)pyridin-2-yl)amino)-1-isopropyl-2-methyl-1,2-dihydro-3H-pyrazolo[3,4-b]pyridin-3-one